C(CCC)[C@@H]1N=C(C2=CC=C(C=C2C1)OC)C12CC(C1)(C2)NC(OC(C)(C)C)=O tert-butyl (S)-(3-(3-butyl-6-methoxy-3,4-dihydroisoquinolin-1-yl)bicyclo[1.1.1]pentan-1-yl)carbamate